Diethyl [4-(3,6-di(thiophen-3-yl)-9H-carbazole-9-yl)butyl]phosphonate S1C=C(C=C1)C=1C=CC=2N(C3=CC=C(C=C3C2C1)C1=CSC=C1)CCCCP(OCC)(OCC)=O